5-(Methyl-sulfonyl)isoindoline CS(=O)(=O)C=1C=C2CNCC2=CC1